Cl[Si](Cl)(Cl)C(C(Cl)(Cl)Cl)CCCC trichlorosilyl-trichlorohexane